OC=1C(=C(C(=CC1)C)N1C=C(C2=C1N=C(N=C2)C)C(=O)N)C 7-(3-hydroxy-2,6-dimethylphenyl)-2-methyl-7H-pyrrolo[2,3-d]pyrimidine-5-carboxamide